FC=1C=C2C=CC=NC2=C(C1)NC(=O)C1=NC=C(N=C1)N1C(C[C@@H](C1)O)=O (S)-N-(6-fluoroquinolin-8-yl)-5-(4-hydroxy-2-oxopyrrolidin-1-yl)pyrazine-2-carboxamide